CN1CCN(CC1)C1=CC=C(C=C1)OB(O)O [4-(4-methylpiperazin-1-yl)phenyl]Boric acid